C(C=C)N1N(C2=NC(=NC=C2C1=O)NC1=CN2N=CN=C2C=C1)C1=NC(=CC=C1)OC1CCNCC1 2-allyl-6-(1,3,3a-triaza-5-indenylamino)-1-[6-(4-piperidyloxy)-2-pyridyl]-1,2-dihydro-3H-1,2,5,7-tetraazainden-3-one